CC1=C(C2=C(C(N=C(S2)N2CCC(CC2)C2=NC(=NO2)C2=NC=CC=C2)=O)C=C1C(F)(F)F)[N+](=O)[O-] 7-methyl-8-nitro-2-(4-(3-(pyridin-2-yl)-1,2,4-oxadiazol-5-yl)piperidin-1-yl)-6-(trifluoromethyl)-4H-benzo[e][1,3]thiazin-4-one